C(=O)NNC(=O)C=1C(=C2C(=NC1)N(C=C2)COCC[Si](C)(C)C)N[C@H]2CN(C[C@H](C2)C)C(=O)OCC2=CC=CC=C2 benzyl (3R,5S)-3-((5-(2-formylhydrazine-1-carbonyl)-1-((2-(trimethylsilyl) ethoxy)methyl)-1H-pyrrolo[2,3-b]pyridin-4-yl)amino)-5-methylpiperidine-1-carboxylate